2,2,2-trichloroethyl (5-(tert-butyl)thiazol-2-yl)carbamate C(C)(C)(C)C1=CN=C(S1)NC(OCC(Cl)(Cl)Cl)=O